C1=NC=C(C2=CC=CC=C12)N1C(N(CC1C#N)C=1C=NC(=CC1)OC)=O 3-(isoquinolin-4-yl)-1-(6-methoxypyridin-3-yl)-2-oxoimidazolidine-4-carbonitrile